methyl 1-((3,3-difluorocyclopentyl)methyl)-3-(difluoromethoxy)-4-(trifluoromethyl)-1H-pyrazole-5-carboxylate FC1(CC(CC1)CN1N=C(C(=C1C(=O)OC)C(F)(F)F)OC(F)F)F